BrC=C(C)Br 1,2-dibromo-1-propene